OC(=O)C(F)(F)F.CC1NCC1CS(=O)(=O)C 2-methyl-3-(methylsulfonylmethyl)azetidine TFA salt